4-methyl-2,5-dimethoxyphenol CC1=CC(=C(C=C1OC)O)OC